CN1CCN(CC1)C1=C(C=C2N=C3C(C4=C(C(C3=NC2=C1)=O)N=CC=C4)=O)C(F)(F)F 9-(4-Methylpiperazin-1-yl)-8-(trifluoromethyl)pyrido[2,3-b]phenazin-5,12-dion